(4-fluoro-1-((R)-1-phenylethyl)piperidin-2-yl)methanol FC1CC(N(CC1)[C@H](C)C1=CC=CC=C1)CO